C(C)(C)(C)N(C(O)=O)CCCCCCCCCBr.OC1=C(C=C(C=C1)C(CC(C)(C)C)(C)C)N1N=C2C(=N1)C=CC=C2 2-(2'-hydroxy-5'-(1,1,3,3-tetramethylbutyl)phenyl)benzotriazole tert-butyl-(9-bromononyl)carbamate